NC=1C=2N(C=C(N1)C(=O)NCC(C)(C)O)C(=CN2)C2=C(C=CC(=C2)C(C(F)(F)F)(C)O)C([2H])([2H])[2H] 8-Amino-N-(2-hydroxy-2-methylpropyl)-3-(2-(methyl-d3)-5-(1,1,1-trifluoro-2-hydroxypropan-2-yl)phenyl)imidazo[1,2-a]pyrazine-6-carboxamide